1-(2-((1R,3S,5R)-3-((2'-Chloro-2-fluoro-[1,1'-biphenyl]-3-yl)carbamoyl)-azabicyclo[3.1.0]hexan-2-yl)-2-oxoethyl)-5-(pyrimidin-5-yl)-1H-indazole-3-carboxamide ClC1=C(C=CC=C1)C1=C(C(=CC=C1)NC(=O)[C@@H]1C([N@@]2C[C@H]2C1)C(CN1N=C(C2=CC(=CC=C12)C=1C=NC=NC1)C(=O)N)=O)F